The molecule is a purine ribonucleoside 5'-triphosphate that is GTP substituted at the 3' position by an N-methylanthraniloyl group. It has a role as a fluorescent probe. It derives from a 3'-MANT-GDP. CNC1=CC=CC=C1C(=O)O[C@@H]2[C@H](O[C@H]([C@@H]2O)N3C=NC4=C3N=C(NC4=O)N)COP(=O)(O)OP(=O)(O)OP(=O)(O)O